tert-butyl ((1S,2R)-2-((2-(2,6-dioxo-1-((2-(trimethylsilyl)ethoxy)methyl)piperidin-3-yl)-6-fluoro-1-oxoisoindolin-5-yl)methyl)cyclohexyl)carbamate O=C1N(C(CCC1N1C(C2=CC(=C(C=C2C1)C[C@@H]1[C@H](CCCC1)NC(OC(C)(C)C)=O)F)=O)=O)COCC[Si](C)(C)C